2-(3-Fluorophenyl)-1-(4-(5-(7-(1-methyl-1H-pyrazol-4-yl)quinazolin-5-yl)pyridin-2-yl)piperazin-1-yl)ethan-1-one FC=1C=C(C=CC1)CC(=O)N1CCN(CC1)C1=NC=C(C=C1)C1=C2C=NC=NC2=CC(=C1)C=1C=NN(C1)C